N\C(\C1CC1)=N/C1=C(C(=O)[O-])C=CC(=C1)[C@H](C)NC1=NC(=NC(=C1)C)C [(Z)-[amino(cyclopropyl)methylene]amino]4-[(1S)-1-[(2,6-dimethylpyrimidin-4-yl)amino]ethyl]benzoate